[1,6]naphthyridine-1-carbonitrile N1(CC=CC2=CN=CC=C12)C#N